3-[(ethylcarbamoyl)amino]-6,7-dimethylquinoxaline-2-carboxylic acid C(C)NC(=O)NC=1C(=NC2=CC(=C(C=C2N1)C)C)C(=O)O